6-methyl-1H-pyrazolo[3,4-d]pyrimidin-4-amine CC1=NC(=C2C(=N1)NN=C2)N